C(C)(C)C1=CC=CC(=N1)C=1N(C(C2=C(N1)CN[C@@H](C2)C)=O)C2=CC=C(C(=O)NC)C=C2 (R)-4-(2-(6-isopropylpyridin-2-yl)-6-methyl-4-oxo-5,6,7,8-tetrahydropyrido[3,4-d]pyrimidin-3(4H)-yl)-N-methylbenzamide